FC1=C(C(=O)O)C=C(C=C1)OCCF 2-fluoro-5-(2-fluoroethoxy)benzoic acid